C(C)(C)N1C(C=NC=2C=NC(=NC12)SC)=O 8-isopropyl-2-(methylthio)pteridin-7(8H)-one